C(C)(C)(C)OC(=O)N1CC(C1)CN1[N+](=C2C=CC=CC2=C1)C 2-((1-(tert-butoxycarbonyl)azetidin-3-yl)methyl)-1-methyl-2H-indazol-1-ium